tert-butyl 6-(1-(6-chloro-1H-imidazo[4,5-b]pyridin-2-yl)ethyl)-3,4-dihydroquinoline-1(2H)-carboxylate ClC=1C=C2C(=NC1)N=C(N2)C(C)C=2C=C1CCCN(C1=CC2)C(=O)OC(C)(C)C